C(C)(C)(C)C1=CC(=NN1[C@H]1COCC1)NC=1N(C=2C(=NC=C(C2)OC2=CC(=NC=C2)C(=O)NC)N1)C (R)-4-((2-((5-(tert-butyl)-1-(tetrahydrofuran-3-yl)-1H-pyrazol-3-yl)amino)-1-methyl-1H-imidazo[4,5-b]pyridin-6-yl)oxy)-N-methylpicolinamide